dodecyl tridecanoate C(CCCCCCCCCCCC)(=O)OCCCCCCCCCCCC